CN1N=CC(=C1)Br 1-methyl-4-bromo-pyrazole